C(C([2H])([2H])[2H])(C1=NN2C(C=C(C(=C2)F)N2CCNCC2)=C1N(C)C=1SC(=C(N1)C1=CC=C(C=C1)F)C#N)([2H])[2H] ((2-(ethyl-d5)-6-fluoro-5-(piperazin-1-yl)pyrazolo[1,5-a]pyridin-3-yl)(methyl)amino)-4-(4-fluorophenyl)thiazole-5-carbonitrile